6,8-dibromo-7-[(2-chloro-5-fluorophenyl)carbonyl]-4-(2,2-difluoroethyl)-1-(5,5-dimethyl-2-oxa-5-silahex-1-yl)-1,2,3,4-tetrahydroquinoxalin-2-one BrC=1C=C2N(CC(N(C2=C(C1C(=O)C1=C(C=CC(=C1)F)Cl)Br)COCC[Si](C)(C)C)=O)CC(F)F